CN([C@H]1CN(CC1)C1=C(C=C(C(=C1)OC)NC1=NC=NC(=C1)N1OCC[C@@H]1C1=C(C(=C(C=C1)F)F)F)NC(C=C)=O)C N-(2-((R)-3-(dimethylamino)pyrrolidine-1-yl)-4-methoxy-5-((6-((R)-3-(2,3,4-trifluorophenyl)isoxazolidine-2-yl)pyrimidine-4-yl)amino)phenyl)acrylamide